NC1=C(C=NN1CC1CC1)C(=O)N1C[C@@]2(CCC1)C1=C(NC(O2)=O)C=CC(=C1F)Cl (R)-1'-(5-Amino-1-(cyclopropylmethyl)-1H-pyrazole-4-carbonyl)-6-chloro-5-fluorospiro[benzo[d][1,3]oxazine-4,3'-piperidin]-2(1H)-one